C1(CC1)NC(C1=CC=C(C=C1)O)=O N-cyclopropyl-4-hydroxybenzoamide